FC1=C(C(=O)O)C=C(C=C1C=1SC(=CN1)C)O[C@H]1COCC1 (R)-2-fluoro-3-(5-methylthiazol-2-yl)-5-((tetrahydrofuran-3-yl)oxy)benzoic acid